NCCC=1C=NC(=NC1)C1=C(C=C(C#N)C=C1)OC1=NC(=NC(=C1)N1CCCCC1)C 4-[5-(2-aminoethyl)pyrimidin-2-yl]-3-(2-methyl-6-piperidin-1-ylpyrimidin-4-yl)oxybenzonitrile